(3,5-dimethyl-1H-pyrazol-4-yl)propan-1-ol CC1=NNC(=C1C(CC)O)C